NC=1C(=NOC1C(=O)N)C1CCOCC1 4-amino-3-(tetrahydro-2H-pyran-4-yl)isoxazole-5-carboxamide